COC1=NC(=NC(=C1)OC)SC1=C(C=CC(=C1)C)N1CCC(CC1)N(C)C 1-(2-((4,6-dimethoxypyrimidin-2-yl)thio)-4-methylphenyl)-N,N-dimethylpiperidin-4-amine